trans-2-(pyridin-2-yl)-5-(2-(3,4,5-trimethoxyphenyl)cyclopropyl)pyrimidine methyl-3-hydroxy-2-(2-methylprop-2-enyl)-4-nitrobenzoate COC(C1=C(C(=C(C=C1)[N+](=O)[O-])O)CC(=C)C)=O.N1=C(C=CC=C1)C1=NC=C(C=N1)[C@H]1[C@@H](C1)C1=CC(=C(C(=C1)OC)OC)OC